BrC=1C=C(OCC=2N=CSC2)C=CC1F 4-[(3-bromo-4-fluoro-phenoxy)methyl]thiazole